(E)-N'-(4-chlorobenzylidene)-2-(4-phenyl-1H-1,2,3-triazole-1-yl)acethydrazide ClC1=CC=C(\C=N\NC(CN2N=NC(=C2)C2=CC=CC=C2)=O)C=C1